ethylenebis[3-(3,5-di-tert-butyl-4-hydroxyphenyl)propionamide] C(CC(C(=O)N)CC1=CC(=C(C(=C1)C(C)(C)C)O)C(C)(C)C)C(C(=O)N)CC1=CC(=C(C(=C1)C(C)(C)C)O)C(C)(C)C